OCCN1C(N(CC=2C1=NC(=NC2)NC2=CC=C(C=C2)N2CCN(CC2)C)[C@H]2CCN(C1=C(C=CC=C21)C)C(C=C)=O)=O 1-(2-hydroxyethyl)-7-[4-(4-methylpiperazin-1-yl)anilino]-3-[(4S)-8-methyl-1-prop-2-enoyl-3,4-dihydro-2H-quinolin-4-yl]-4H-pyrimido[4,5-d]pyrimidin-2-one